ethyl 3-amino-8-bromo-6-methylimidazo[1,2-a]pyridine-2-carboxylate NC1=C(N=C2N1C=C(C=C2Br)C)C(=O)OCC